COC=1C=2N(C=C(C1)C1=C(C(=NN1)C=1SC(=C(N1)C)N1CCN(CC1)CC1CCOCC1)CC(F)(F)F)N=CN2 2-(5-(8-methoxy-[1,2,4]triazolo[1,5-a]pyridin-6-yl)-4-(2,2,2-trifluoroethyl)-1H-pyrazol-3-yl)-4-methyl-5-(4-((tetrahydro-2H-pyran-4-yl)methyl)piperazin-1-yl)thiazole